[Li+].NCC(=O)[O-] glycine lithium salt